4-Methoxy-6-(1-methyl-1H-pyrazol-4-yl)pyrazolo[1,5-a]pyridine-3-carboxamide COC=1C=2N(C=C(C1)C=1C=NN(C1)C)N=CC2C(=O)N